2-(1-(hydroxymethyl)cyclopropyl)-6-nitrophenol OCC1(CC1)C1=C(C(=CC=C1)[N+](=O)[O-])O